COC1=NC(=NC=2[C@]3([C@H](CCC12)[C@H](C(C=C3)=O)C)C)C3=CC=NC=C3 (6aR,7R,10aR)-4-methoxy-7,10a-dimethyl-2-(pyridin-4-yl)-5,6a,7,10a-tetrahydrobenzo[H]quinazolin-8(6H)-one